N1=NC(=NC=C1)C=1C=C(C=CC1C(F)(F)F)N=C(C1=CC=CC=C1)C1=CC=CC=C1 N-(3-(1,2,4-triazin-3-yl)-4-(trifluoromethyl)phenyl)-1,1-diphenylmethanimine